N1=CC=C2N1C=C(C=N2)CN2CCC1=CC=C(C=C21)C(=O)NC2=CC(=CC=C2)C(F)(F)F 1-(pyrazolo[1,5-a]pyrimidin-6-ylmethyl)-N-(3-(trifluoromethyl)phenyl)indoline-6-carboxamide